tert-butyl N-[(3S,4S)-8-(5-bromopyrazin-2-yl)-3-methyl-2-Oxa-8-azaspiro[4.5]decan-4-yl]carbamate BrC=1N=CC(=NC1)N1CCC2([C@@H]([C@@H](OC2)C)NC(OC(C)(C)C)=O)CC1